N[C@H]1CN(CCC1)C=1C=CN=C2C=CC(=NC12)C=1C=C(C=CC1)S(=O)(=O)NCC1=CC=CC=C1 3-{8-[(3R)-3-aminopiperidin-1-yl]-1,5-naphthyridin-2-yl}-N-benzylbenzene-1-sulfonamide